N=1C=NN2C1C=C(C=C2)C2=CNC=1N=C(N=CC12)NC1CCC2(CN(C2)C(C)=O)CC1 1-(7-((5-([1,2,4]triazolo[1,5-a]pyridin-7-yl)-7H-pyrrolo[2,3-d]pyrimidin-2-yl)amino)-2-azaspiro[3.5]nonan-2-yl)ethan-1-one